COC(=O)C1(C(C(=NN1C1=C(C=C(C=C1)F)F)C1=C(C=C(C=C1)F)F)C1=COC=C1)C 1,3-bis(2,4-difluorophenyl)-4-(furan-3-yl)-5-methyl-4,5-dihydro-1H-pyrazole-5-carboxylic acid methyl ester